O=C(CCCCCCCOC(=O)C=1C=C(C(=O)O)C=C(C1)C(=O)OCCCCCCCC(=O)OCCC(CCCCC)CCCCC)OCCC(CCCCC)CCCCC 3,5-bis(((8-oxo-8-((3-pentyloctyl)oxy)octyl)oxy)carbonyl)benzoic acid